C(C1=CC=CC=C1)N1N=C(C2=CC=CC=C12)C(=O)NCC1CN(CC1)C#N 1-Benzyl-N-((1-cyanopyrrolidin-3-yl)methyl)-1H-indazole-3-carboxamide